O1CCNCCO[Sn]12OCCNCCO2 1,7,9,15-tetraoxa-4,12-diaza-8-stannaspiro[7.7]pentadecane